O=C1NC(CCC1N1C(C2=CC=C(C=C2C1=O)O[C@H]1CN(CC1)CC1=C2C=CC=NC2=CC=C1)=O)=O 2-(2,6-dioxopiperidin-3-yl)-5-(((R)-1-(quinolin-5-ylmethyl)pyrrolidin-3-yl)oxy)isoindoline-1,3-dione